trimethyldiethoxydisilane C[Si]([SiH](OCC)OCC)(C)C